FC1=C(C=C(C=C1OC)OC)C1CCC=2C(=NNC2C1)C1=C(C=CC=C1)NC(C=C)=O N-(2-(6-(2-fluoro-3,5-dimethoxyphenyl)-4,5,6,7-tetrahydro-1H-indazol-3-yl)phenyl)acrylamide